CC1=NN(C(=C1CCC(=O)N1CCN(CC1)CC1=CC(=CC=C1)[N+](=O)[O-])C)C=1C=CC=2N(N1)C(=NN2)C 3-(3,5-dimethyl-1-(3-methyl-[1,2,4]triazolo[4,3-b]pyridazin-6-yl)-1H-pyrazol-4-yl)-1-(4-(3-nitrobenzyl)piperazin-1-yl)propan-1-one